tert-butyl (S)-((4-(5-chloro-2-ethoxyphenethyl)morpholin-2-yl)methyl)carbamate ClC=1C=CC(=C(CCN2C[C@@H](OCC2)CNC(OC(C)(C)C)=O)C1)OCC